OC1=CC=C(OC2=NC=C(C=C2C=2C3=C(C(N(C2)C)=O)N(C=C3)S(=O)(=O)C3=CC=C(C)C=C3)[N+](=O)[O-])C=C1 4-(2-(4-Hydroxyphenoxy)-5-nitropyridin-3-yl)-6-methyl-1-tosyl-1H-pyrrolo[2,3-c]pyridin-7(6H)-one